C(C)(C)(C)C=1C=C(C=CC1)NC(C1=C(C=C(C=C1)S(=O)(=O)C)N1CCC2(CC2)CC1)=O N-(3-(tert-butyl)phenyl)-4-(methylsulfonyl)-2-(6-azaspiro[2.5]octan-6-yl)benzamide